N-[4-(4-amino-7-cyclopropyl-5-{3-fluoro-4-[(4-methylpyrimidin-2-yl)oxy]phenyl}-5H-pyrrolo[3,2-d]pyrimidin-6-yl)phenyl]acrylamide NC=1C2=C(N=CN1)C(=C(N2C2=CC(=C(C=C2)OC2=NC=CC(=N2)C)F)C2=CC=C(C=C2)NC(C=C)=O)C2CC2